(5-chloro-4-[(6R)-6-(methoxymethyl)-5-oxa-8-azaspiro[3.5]nonan-8-yl]pyrimidin-2-ylamino)benzenesulfonamide ClC=1C(=NC(=NC1)NC1=C(C=CC=C1)S(=O)(=O)N)N1C[C@@H](OC2(CCC2)C1)COC